Piperidine-Formic acid N1(CCCCC1)C(=O)O